[C@H]12NC[C@H]([C@H](C1)C1=CC=C(C=C1)C1=CC(=CC3=CC(=CC=C13)C1=CC=C(C=C1)C(F)(F)F)C(=O)O)C2 |r| rac-4-(4-((1S,4S,5S)-2-Azabicyclo[2.2.1]heptan-5-yl)phenyl)-7-(4-(trifluoromethyl)phenyl)-2-naphthoic acid